OCC12CC(CC(CC1)(O2)CO)C2=CC(=C(C=C2)NC(OC(C)(C)C)=O)C2=CCC(CC2)(C)C tert-butyl N-[4-[1,5-bis(hydroxymethyl)-8-oxabicyclo[3.2.1]octan-3-yl]-2-(4,4-dimethylcyclohexen-1-yl)phenyl]carbamate